C(C)(=O)N1CCC(CC1)C(C)(O)C1=CC(=C2[C@](N(C(C2=C1)=O)CC1=NC=C(C=N1)Cl)(OCCO)C1=CC=C(C=C1)Cl)F (3R)-6-[1-(1-acetylpiperidin-4-yl)-1-hydroxyethyl]-3-(4-chlorophenyl)-2-[(5-chloropyrimidin-2-yl)methyl]-4-fluoro-3-(2-hydroxyethoxy)-2,3-dihydro-1H-isoindol-1-one